tert-Butyl 4-(4-((5-bromo-4-((2-(N-cyclopropylmethanesulfonamido)-4-hydroxyphenyl)amino)pyrimidin-2-yl)amino)-5-methoxy-2-(1H-pyrazol-4-yl)phenyl)piperazine-1-carboxylate BrC=1C(=NC(=NC1)NC1=CC(=C(C=C1OC)N1CCN(CC1)C(=O)OC(C)(C)C)C=1C=NNC1)NC1=C(C=C(C=C1)O)N(S(=O)(=O)C)C1CC1